decyltetradecyl phosphate P(=O)(OC(CCCCCCCCCCCCC)CCCCCCCCCC)([O-])[O-]